6-(3-(2-hydroxy-prop-2-yl)-1H-pyrazol-1-yl)nicotinaldehyde OC(C)(C)C1=NN(C=C1)C1=NC=C(C=O)C=C1